ICC1=CC(=CC(=C1)OCOC)OCOC 1-(Iodomethyl)-3,5-bis(methoxymethoxy)benzene